3-((2-fluoro-4-(5-(trifluoromethyl)-1,2,4-oxadiazol-3-yl)benzyl)amino)-4-(((1-methyl-1H-imidazol-4-yl)methyl)amino)cyclobut-3-ene-1,2-dione FC1=C(CNC=2C(C(C2NCC=2N=CN(C2)C)=O)=O)C=CC(=C1)C1=NOC(=N1)C(F)(F)F